7-(2,3-dichloro-6-hydroxyphenyl)-2-hydroxyhexahydro-1H-pyrido[1,2-a]pyrrolo[1,2-d]pyrazine-5,11(5aH,11aH)-dione ClC1=C(C(=CC=C1Cl)O)C1CC2N(C(C3N(C2=O)CC(C3)O)=O)CC1